CN1C(N(C(C12CN(CC2)C2=NC=CC(=N2)C2=NC1=CC(=NC=C1C=C2)CNC(C2=CN=C(C(=C2)S(=O)(=O)C)C)=O)=O)C)=O N-((2-(2-(1,3-dimethyl-2,4-dioxo-1,3,7-triazaspiro[4.4]nonan-7-yl)pyrimidin-4-yl)-1,6-naphthyridin-7-yl)methyl)-6-methyl-5-(methylsulfonyl)nicotinamide